6-(2,6-dioxopiperidin-3-yl)pyridin O=C1NC(CCC1C1=CC=CC=N1)=O